2-[(2R,4aR,8aS)-4a-methyl-8-methylidene-1,2,3,4,5,6,7,8a-octahydronaphthalen-2-yl]propan-2-ol C[C@]12CC[C@H](C[C@H]2C(CCC1)=C)C(C)(C)O